[C@H]12COC[C@H](CC1)N2C=2SC1=C(N2)C(=C(C=C1)F)OCC(=O)NCCOCCOCCOC=CC(=O)NC1=CC=C(C=C1)C1C(NC(CC1)=O)=O 3-(2-(2-(2-(2-((2-((1R,5S)-3-oxa-8-azabicyclo[3.2.1]octan-8-yl)-5-fluorobenzo[d]thiazol-4-yl)oxy)-acetamido)ethoxy)ethoxy)ethoxy)-N-(4-(2,6-dioxopiperidin-3-yl)phenyl)-propenamide